NC(CC1CN(CCS1(=O)=O)C(=O)OCCCC)C(=O)OC butyl 2-(2-amino-3-methoxy-3-oxopropyl)thiomorpholine-4-carboxylate 1,1-dioxide